6-methyl-3-cyclohexene-1-Carboxylic Acid CC1CC=CCC1C(=O)O